FC=1C=C(N)C=C(C1OC1=C2C(=NC=C1)N(C=C2C2=CC(=CC=C2)F)COCC[Si](C)(C)C)F 3,5-difluoro-4-{[3-(3-fluorophenyl)-1-{[2-(trimethylsilyl)ethoxy]methyl}-1H-pyrrolo[2,3-b]pyridin-4-yl]oxy}aniline